CN([C@@H]1CC[C@H](CC1)C1(OC2=C(O1)C(=CC(=C2C)C(=O)O)C=2C=NC(=CC2)N2C[C@@H](O[C@@H](C2)C)C)C)C 2-(trans-4-(dimethylamino)cyclohexyl)-7-(6-((2S,6R)-2,6-dimethylmorpholino)pyridin-3-yl)-2,4-dimethylbenzo[d][1,3]dioxole-5-carboxylic acid